BrC(C(=O)C=1OC2=C(C1)C(=CC(=C2)OC)OCC=2N=C(SC2)C2=CC=C(C=C2)OC)C 2-bromo-1-(6-methoxy-4-((2-(4-methoxyphenyl)thiazol-4-yl)methoxy)benzofuran-2-yl)propan-1-one